C(C)(CCCCCC)NC1=CC=C(C=C1)NC1=CC=CC=C1 N-sec-octyl-N'-phenyl-p-phenylenediamine